NC1=C(C=C(N=N1)C1=C(C=CC=C1)O)N1CC2CCC(C1)N2C2=CC(=NC=C2)C#CC2CCOCC2 2-(6-amino-5-(8-(2-((tetrahydro-2H-pyran-4-yl)ethynyl)pyridin-4-yl)-3,8-diazabicyclo[3.2.1]octan-3-yl)pyridazin-3-yl)phenol